Cl.N[C@H](C(=O)OCC1=CC(=NC(=C1)Cl)Cl)CC1=CN(C(C=C1)=O)C (2,6-Dichloropyridin-4-yl)methyl (S)-2-amino-3-(1-methyl-6-oxo-1,6-dihydropyridin-3-yl)propanoate hydrochloride